ClC1=CC(=C(C=C1)C1=NC(=CC2=C1N=C1N(C2=O)CCC1)[C@@H]1C[C@@H](OCC1)C1=CC(=NC=C1)C)F 1-(4-chloro-2-fluorophenyl)-3-[(2R,4S)-2-(2-methylpyridin-4-yl)oxan-4-yl]-8,9-dihydropyrido[3,4-d]pyrrolo[1,2-a]pyrimidin-5(7H)-one